N(=NC(C#N)(C(C)C)C)C(C#N)(C(C)C)C 2,2'-azobis(2,3-dimethylbutyronitrile)